4-((4-(1-Isopropyl-1H-pyrazol-4-yl)pyridin-2-yl)((4-(4-methoxy-3-methylphenyl)bicyclo[2.2.2]octan-1-yl)methyl)carbamoyl)cyclohexyl-3-(methylsulfonyl)azetidine C(C)(C)N1N=CC(=C1)C1=CC(=NC=C1)N(C(=O)C1CCC(CC1)N1CC(C1)S(=O)(=O)C)CC12CCC(CC1)(CC2)C2=CC(=C(C=C2)OC)C